(E)-1-(4-(6-(2-ethoxyvinyl)pyrazin-2-yl)piperazin-1-yl)ethan-1-one C(C)O/C=C/C1=CN=CC(=N1)N1CCN(CC1)C(C)=O